C(C1=CC=CC=C1)OC(=O)NC(C(=O)O)C(C)OC(C)C 2-(benzyloxycarbonylamino)-3-isopropoxy-butyric acid